C1=CC(=C(C(=C1[N+](=O)[O-])F)Cl)F 2,4-difluoro-3-chloro-nitrobenzene